C(CCCCCCCCC)N Decyl-amin